(4,6-dihydroxy-2'-isopropyl-[1,1'-biphenyl]-3-yl)-N-ethyl-4-(4-(morpholinomethyl)phenyl)isoxazole-3-carboxamide OC1=C(C=C(C(=C1)O)C1=C(C=CC=C1)C(C)C)C1=C(C(=NO1)C(=O)NCC)C1=CC=C(C=C1)CN1CCOCC1